CN1CCN(CC1)C(=O)OC1CCC2C3CCC4CCCC4C3CCC2C1 hexadecahydro-1H-cyclopenta[a]phenanthren-3-yl 4-methylpiperazine-1-carboxylate